N-(4-(tert-butyl)-2-vinylphenyl)-4-methylbenzenesulfonamide C(C)(C)(C)C1=CC(=C(C=C1)NS(=O)(=O)C1=CC=C(C=C1)C)C=C